2-chloro-4,6-bis(dibenzo[b,d]furan-4-yl)-1,3,5-triazine ClC1=NC(=NC(=N1)C1=CC=CC2=C1OC1=C2C=CC=C1)C1=CC=CC2=C1OC1=C2C=CC=C1